C(C)(C)(C)OC(=O)N1CC(C1)C1=NC=C(C=C1)N1CC(CC1)C(F)(F)F 3-[5-[3-(trifluoromethyl)pyrrolidino]-2-pyridyl]azetidine-1-carboxylic acid tert-butyl ester